1-(6-bromopyrrolo[1,2-b]pyridazin-4-yl)-3-cyclobutyl-2-oxopyrrolidine-3-carbonitrile BrC=1C=C2N(N=CC=C2N2C(C(CC2)(C#N)C2CCC2)=O)C1